CNC(CCNC1=C(C(=O)OC)C=CC(=C1)[N+](=O)[O-])=O methyl 2-[[3-(methylamino)-3-oxo-propyl]amino]-4-nitro-benzoate